[K].COC1=CC(=CC=C1O)\C=C\C(=O)CC(=O)\C=C\C1=CC=C(O)C(OC)=C1 curcumin potassium salt